(4-amino-1,3-dihydrofuro[3,4-c][1,7]naphthyridin-8-yl)-[(2R)-4,4-difluoro-2-[4-(trifluoromethoxy)phenyl]-1-piperidinyl]methanone NC1=NC=2C=NC(=CC2C2=C1COC2)C(=O)N2[C@H](CC(CC2)(F)F)C2=CC=C(C=C2)OC(F)(F)F